FC1=CC=2C(C3=CC=CC=C3C2C(=C1)C=1C=NN(C1)C(C(=O)NNC1=NC2=CC=CC=C2C=C1)C)(C(F)(F)F)O 2-(4-(2-fluoro-9-hydroxy-9-(trifluoromethyl)-9H-fluoren-4-yl)-1H-pyrazol-1-yl)-N'-(quinolin-2-yl)propanehydrazide